F[C@@H]1C(C2(C[C@H]1C)CCN(CC2)C(=O)OCC2=CC=CC=C2)=O benzyl (2S,3R)-2-fluoro-3-methyl-1-oxo-8-azaspiro[4.5]decane-8-carboxylate